C(C)(=O)NC1=NC(N([C@H]2[C@H](OC)[C@H](O)[C@@H](CO)O2)C=C1)=O 4-N-acetyl-2'-O-methyl-cytidine